FC1=C(C=CC(=C1)C1=CC=CC=C1)C=1C(=CC=CC1O)O 2'-fluoro-[1,1':4',1''-terphenyl]-2,6-diol